7-(4-chlorophenoxyethyl)-guanosine ClC1=CC=C(OCC[N+]2=CN([C@H]3[C@H](O)[C@H](O)[C@@H](CO)O3)C=3N=C(NC(C23)=O)N)C=C1